tert-butyl 1-(7-cyano-1,6-naphthyridin-2-yl)-3-azabicyclo[4.1.0]heptane-3-carboxylate C(#N)C1=NC=C2C=CC(=NC2=C1)C12CN(CCC2C1)C(=O)OC(C)(C)C